C(CCCCCC(C)(C)C)(=O)[O-].B([O-])([O-])[O-].[Co+4] cobalt borate Neodecanoate